FC1=CC=C(C=C1)C(OC(=O)N[C@H](C(=O)N[C@H](C(S(=O)(=O)[O-])O)C[C@H]1C(NCC1)=O)CC(C)C)([2H])[2H].[Na+] Sodium (2S)-2-((S)-2-((((4-fluorophenyl)methoxy-d2)carbonyl)amino)-4-methylpentan amido)-1-hydroxy-3-((S)-2-oxopyrrolidin-3-yl)propane-1-sulfonate